2-Methyl-5-(3-(difluoromethoxy)phenyl)-N-(3-(pyrrolidin-1-ylmethyl)-1,2,4-thiadiazol-5-yl)furan-3-carboxamide CC=1OC(=CC1C(=O)NC1=NC(=NS1)CN1CCCC1)C1=CC(=CC=C1)OC(F)F